C(CC(=O)C(=O)O)CC(=O)O Oxoadipate